C(C)(=O)N1[C@@H](CN(CC1)C(=O)OC(C)(C)C)C1=CC(=NC(=C1)C1=NC(=NC(=C1)C(NC)=O)C)Cl tert-butyl (R)-4-acetyl-3-(2-chloro-6-(2-methyl-6-(methylcarbamoyl)pyrimidin-4-yl)pyridin-4-yl)piperazine-1-carboxylate